CC1(OC(CC(C1)CN1C[C@@H]2[C@H](C1)CC(C2)NC=2N=NC(=CC2)C2=C(C(=CC(=C2)F)F)F)(C)C)C (3aR,5s,6aS)-2-((2,2,6,6-tetramethyltetrahydro-2H-pyran-4-yl)methyl)-N-(6-(2,3,5-trifluorophenyl)pyridazin-3-yl)octahydrocyclopenta[c]pyrrol-5-amine